CC1(C(O1)CCC1(OC1COCC1OC1)C)C 2-(2-(3,3-Dimethyloxiran-2-yl)ethyl)-2-methyl-3-((oxiran-2-ylmethoxy)methyl)oxirane